(2S,4R)-N-(7-benzyloxy-6-bicyclo[3.2.0]heptanyl)-1-[(2R)-2-(4-cyclopropyltriazol-1-yl)-3,3-dimethyl-butanoyl]-4-hydroxy-pyrrolidine-2-carboxamide C(C1=CC=CC=C1)OC1C(C2CCCC12)NC(=O)[C@H]1N(C[C@@H](C1)O)C([C@@H](C(C)(C)C)N1N=NC(=C1)C1CC1)=O